C(CCCCCCCCC)NC(NCCCCCCCCCC)=O didecylurea